2-(Methylsulfonyl)-4-(methylsulfanyl)-7-(trifluoromethyl)imidazo[2,1-f][1,2,4]triazine CS(=O)(=O)C1=NN2C(C(=N1)SC)=NC=C2C(F)(F)F